ClC1=CC(=C2C=CN(C2=C1Cl)S(=O)(=O)C1=CC=C(C=C1)C)N(C(OC(C)(C)C)=O)COCC[Si](C)(C)C tert-Butyl N-[6,7-dichloro-1-(p-tolylsulfonyl)indol-4-yl]-N-(2-trimethylsilylethoxymethyl)carbamate